C(=O)(O)C1=CC=C(C=C1)C1=NNC(=C1CC(=O)NO)C=1C=C(C(=O)O)C=CC1 3-[3-(4-carboxyphenyl)-4-[2-(hydroxyamino)-2-oxo-ethyl]-1H-pyrazol-5-yl]Benzoic acid